4-amino-N-[(1S)-1-(4-chlorophenyl)-3-piperidin-1-ylpropyl]-1-(7H-pyrrolo[2,3-d]pyrimidin-4-yl)piperidine-4-carboxamide NC1(CCN(CC1)C=1C2=C(N=CN1)NC=C2)C(=O)N[C@@H](CCN2CCCCC2)C2=CC=C(C=C2)Cl